ClC1=CC=C(S1)CNC1=CC(=NN1C(C(C)(C)C)=O)C1CCN(CC1)C(=O)N(C)C 4-(5-{[(5-Chlorothiophen-2-yl)methyl]amino}-1-(2,2-dimethylpropanoyl)-1H-pyrazol-3-yl)-N,N-dimethylpiperidin-1-carboxamid